bicyclo[2.2.2]octane-1-amine chloride [Cl-].C12(CCC(CC1)CC2)N